ClC1=CC=C(CC2CCC(C2=O)(C)C)C=C1 5-(4-Chlorobenzyl)-2,2-dimethylcyclopentanone